C(C)(C)(C)C=1C=C(C=C(C1)N1N=C(C=C1C)C)[C@H](CC(=O)OC)CN1CC2(C1)CN(C2)CC2=NC=1NCCCC1C=C2 methyl (S)-3-(3-(tert-butyl)-5-(3,5-dimethyl-1H-pyrazol-1-yl)phenyl)-4-(6-((5,6,7,8-tetrahydro-1,8-naphthyridin-2-yl)methyl)-2,6-diazaspiro[3.3]heptane-2-yl)butanoate